C(C)N(S(=O)(=O)NC=1C(=C(C(=O)C2=CNC3=NC=C(C=C32)C=3C=NC(=NC3)N3CCC(CC3)CC(=O)O)C(=CC1)F)F)C 2-[1-[5-[3-[3-[[ethyl(methyl)sulfamoyl]amino]-2,6-difluoro-benzoyl]-1H-pyrrolo[2,3-b]pyridin-5-yl]pyrimidin-2-yl]-4-piperidyl]acetic acid